4-(pyren-1-yl)phenol C1(=CC=C2C=CC3=CC=CC4=CC=C1C2=C34)C3=CC=C(C=C3)O